FC(C(=O)NC=1C=C2C(=NC=NC2=CC1OC)NC1=C(C=C(C(=C1)C)OC1=CC=2N(C=N1)C=CN2)OC)=CC2N(CCC2)C 2-fluoro-N-(4-((4-(imidazo[1,2-c]pyrimidin-7-yloxy)-2-methoxy-5-methylphenyl)amino)-7-methoxyquinazolin-6-yl)-3-(1-methylpyrrolidin-2-yl)acrylamide